BrC=1C=C2C=C(C=NC2=CC1)NC1=NC(=NC=C1)NC1=CC(=C(C=C1)OC1CCC(CC1)N1CCOCC1)OC 4-(6-bromo-3-quinolylamino)-2-{3-methoxy-4-[(1s,4s)-4-morpholinocyclohexyloxy]phenylamino}pyrimidine